C(=O)O.CN(CCC1=CN(C2=CC=CC=C12)C(CCC(=O)O)=O)C 4-(3-(2-(dimethylamino)ethyl)-1H-indol-1-yl)-4-oxobutanoic acid formate salt